3,4-dihydro-2H-benzoxepin-5-one O1CCCC(C2=C1C=CC=C2)=O